OCC1=CC=C(C=N1)C1=CC=CC=2N(C(NC21)=O)C2CCN(CC2)C(=O)NC2=CC(=C(C=C2)C)OC 4-{4-[6-(Hydroxymethyl)pyridin-3-yl]-2-oxo-2,3-dihydro-1H-1,3-benzodiazol-1-yl}-N-(3-methoxy-4-methylphenyl)piperidine-1-carboxamide